(2-(5-methylfuran-2-yl)ethyl)-3-((5-phenylpyrimidin-2-yl)amino)benzamide CC1=CC=C(O1)CCC1=C(C(=O)N)C=CC=C1NC1=NC=C(C=N1)C1=CC=CC=C1